difluorocarboxymethyl-tri-n-propyl-ammonium chloride bromide [Br-].[Cl-].FC(CC)([N+](CCC)(CCC)CC(=O)O)F.FC(CC)(F)[N+](CC(=O)O)(CCC)CCC